CC1C(CCC1)C1(N=C(C2=C(N1)C=NC=C2)N)C2=CC=NC=C2 2-(2-methylcyclopentyl)-2-(pyridin-4-yl)pyrido[3,4-d]pyrimidin-4-amine